Racemic-3-[7-(4-oxocyclohexyl)-2,3-dihydro-1,4-benzoxazin-4-yl]piperidine-2,6-dione O=C1CCC(CC1)C1=CC2=C(N(CCO2)[C@H]2C(NC(CC2)=O)=O)C=C1 |r|